(S)-1-(((1r,4S)-4-(5-(imidazo[1,2-b]pyridazin-3-ylcarbamoyl)-6-methoxy-2H-indazol-2-yl) cyclohexyl) (methyl) amino)-1-oxopropan-2-yl acetate C(C)(=O)O[C@H](C(=O)N(C)C1CCC(CC1)N1N=C2C=C(C(=CC2=C1)C(NC1=CN=C2N1N=CC=C2)=O)OC)C